(2S,4S)-1-tert-Butoxycarbonyl-2-(difluoromethyl)-4-hydroxypyrrolidine C(C)(C)(C)OC(=O)N1[C@@H](C[C@@H](C1)O)C(F)F